C1(CC1)CCN(C(=O)OCC=1SC(=CC1)F)C ((((2-cyclopropylethyl)(methyl)carbamoyl)oxy)methyl)-5-fluorothiophene